bromo(trispyrrolidin-1-yl)phosphine hexafluorophosphate F[P-](F)(F)(F)(F)F.BrP(N1CCCC1)(N1CCCC1)N1CCCC1